methyl 3-[3-[4-[3-[tert-butoxy(methyl)amino]prop-1-ynyl]-2-fluoro-phenoxy]propyl]-2-(3-chloro-4-methyl-5,6-dihydropyrrolo[2,3-c]pyridazin-7-yl)thiazole-4-carboxylate C(C)(C)(C)ON(CC#CC1=CC(=C(OCCCN2C(SC=C2C(=O)OC)N2CCC3=C2N=NC(=C3C)Cl)C=C1)F)C